CC(C(C1=CC=CC=C1)N1N=CC(=C1)B1OC(C(O1)(C)C)(C)C)C (2-Methyl-1-phenylpropyl)-4-(4,4,5,5-tetramethyl-1,3,2-dioxaborolan-2-yl)-1H-pyrazole